(S)-2-(2-methyl-4-pyridyl)-1-[7-(3-methyl-1H-pyrrolo[2,3-b]pyridin-5-yl)-5-pyrrolidin-2-yl-3,4-dihydro-1H-isoquinolin-2-yl]ethanone CC1=NC=CC(=C1)CC(=O)N1CC2=CC(=CC(=C2CC1)[C@H]1NCCC1)C=1C=C2C(=NC1)NC=C2C